C(#N)N1CC2=C(C=C(C=C2C1)CNC(=O)NC)C1=CC=C(C=C1)C#N 1-((2-cyano-7-(4-cyanophenyl)isoindolin-5-yl)methyl)-3-methylurea